OC1=CC=C(C=C1)[C@@H](CC(=O)[O-])C (R)-3-(4-hydroxyphenyl)butanoate